CC=1C=C(CNCC(CC(C)=O)O)C=C(C1)C 5-(3,5-dimethylbenzylamino)-4-hydroxy-2-pentanone